BrC(C(=O)Cl)C1=CC(=C(C=C1)F)F 2-bromo-2-(3,4-difluorophenyl)acetyl chloride